FC(OC1=C(C=C(C=C1)N=C=O)F)F 1-(difluoromethoxy)-2-fluoro-4-isocyanatobenzene